N[C@@H]1[C@H](CC2=CC(=CC=C12)Br)O (1S,2S)-1-amino-5-bromo-2,3-dihydro-1H-inden-2-ol